C(CCCCCCC)SCC1=C(C(=CC(=C1)CSCCCCCCCC)C)O 2,4-bis[octylthio(methyl)]-6-methylphenol